5-(5-((4'-chloro-[1,1'-biphenyl]-2-yl)methyl)-2,5-diazabicyclo[2.2.2]octane-2-yl)-2-(2,6-dioxopiperidin-3-yl)isoindoline-1,3-dione ClC1=CC=C(C=C1)C1=C(C=CC=C1)CN1C2CN(C(C1)CC2)C=2C=C1C(N(C(C1=CC2)=O)C2C(NC(CC2)=O)=O)=O